FC(C=1C=C(C=CC1)N1CCC(CC1)C(=O)OCC)(F)F ethyl 1-[3-(trifluoromethyl)phenyl]piperidine-4-carboxylate